N-(4-(2-((7-amino-2-(furan-2-yl)-[1,2,4]triazolo[1,5-a][1,3,5]triazin-5-yl)amino)ethyl)phenyl)-2-morpholinepropanamide NC1=NC(=NC=2N1N=C(N2)C=2OC=CC2)NCCC2=CC=C(C=C2)NC(CCC2CNCCO2)=O